Ethyl 2-(7-Methyl-1-Oxo-2-Azaspiro[3.5]Nonan-2-Yl)Acetate CC1CCC2(CN(C2=O)CC(=O)OCC)CC1